C1(=CC=CC2=CC3=CC=CC=C3C=C12)C=CC1=CC=CC2=CC3=CC=CC=C3C=C12 1,2-dianthranylethylene